2-Cyclopropyl-4,5,6,7-tetrahydrothiazolo[5,4-c]pyridine hydrochloride Cl.C1(CC1)C=1SC=2CNCCC2N1